5-bromo-2-chloro-4-(1-cyclopropylpyrazol-4-yl)pyridine BrC=1C(=CC(=NC1)Cl)C=1C=NN(C1)C1CC1